1,3-diethoxy-2-propanol sulfite S(=O)(O)OC(COCC)COCC